C(C(C)(C)C)OC(C(CC(=O)OCC(C)(C)C)C1CC1)=O cyclopropylsuccinic acid dineopentyl ester